(3-((20-hydroxy-3,6,9,12,15,18-hexa-oxaeicosyl)oxy)phenyl)-N-(5-methyl-4-(1-(2-methylbenzoyl)indol-5-yl)thiazol-2-yl)acetamide OCCOCCOCCOCCOCCOCCOCCOC=1C=C(C=CC1)CC(=O)NC=1SC(=C(N1)C=1C=C2C=CN(C2=CC1)C(C1=C(C=CC=C1)C)=O)C